N-(2,3-dihydrofuro[3,2-b]pyridin-6-yl)-N-methyl-3-[7-oxo-3-(trifluoromethyl)-5,6-dihydro-4H-indazol-1-yl]benzamide O1CCC2=NC=C(C=C21)N(C(C2=CC(=CC=C2)N2N=C(C=1CCCC(C21)=O)C(F)(F)F)=O)C